C(CCCCCCC\C=C/CCCCCCCC)(=O)OCC(COC(CCCCCCC\C=C/CCCCCCCC)=O)(COC(CCCCCCC\C=C/CCCCCCCC)=O)COC(CCCCN1CCN(CC1)C)=O 2-(((5-(4-methylpiperazin-1-yl)pentanoyl)oxy)methyl)-2-((oleoyloxy)methyl)-propane-1,3-diyl dioleate